C(C)(C)(C)OC(=O)N1[C@@H]([C@@H](CC1)F)C(=O)O (2R,3R)-1-tert-butoxycarbonyl-3-fluoro-pyrrolidine-2-carboxylic acid